Trans-dimethylsilylidene[2-methyl-4,8-bis(4-tert-butylphenyl)-1,5,6,7-tetrahydro-s-indacen-1-yl][2-methyl-4-(3,5-dimethylphenyl)-5-methoxy-6-tert-butylinden-1-yl]zirconium dichloride [Cl-].[Cl-].C[Si](C)=[Zr+2](C1C(=CC2=C(C(=C(C=C12)C(C)(C)C)OC)C1=CC(=CC(=C1)C)C)C)C1C(=CC2=C(C=3CCCC3C(=C12)C1=CC=C(C=C1)C(C)(C)C)C1=CC=C(C=C1)C(C)(C)C)C